(4-(azetidin-3-ylamino)-2-chlorophenyl)(4-methylpiperazin-1-yl)methanone N1CC(C1)NC1=CC(=C(C=C1)C(=O)N1CCN(CC1)C)Cl